COC1=C2C=C(NC2=CC=C1)C(=O)N1[C@@H](C[C@H](C1)C1=CC=CC=C1)C(=O)N[C@H](C(=O)OC)C[C@H]1C(NCCC1)=O methyl (2S)-2-[[(2S,4S)-1-(4-methoxy-1H-indole-2-carbonyl)-4-phenyl-pyrrolidine-2-carbonyl]amino]-3-[(3S)-2-oxo-3-piperidyl]propanoate